C(C)(C)(C)OC(=O)N1C[C@H]2CN(CC[C@H]2C1)C=1C(=NC=CC1)C(F)(F)F.O1C(=NCC1)C1=CC(=CC=C1)C=1OCCN1 |r| 1,3-bis(2-oxazolinyl)benzene rac-tert-butyl-(3aR,7aR)-5-[2-(trifluoromethyl)pyridin-3-yl]-octahydro-1H-pyrrolo[3,4-c]pyridine-2-carboxylate